C1(=CC=CC=C1)C=1C(=NC2=C3N=CC=CC3=CC=C2C1)C1=CC=CC=C1.[Ru+2] ruthenium (II) diphenylphenanthroline